C(C)SC1=NC(=C2N=CNC2=N1)N 2-(ethylsulfanyl)-9H-purin-6-amine